CC1=C(C(=O)O)C=C(C=C1C)C 2,3,5-trimethylbenzoic acid